5-bromo-2,3-dihydrobenzo[D]isothiazole BrC=1C=CC2=C(CNS2)C1